CN1CCN(CC1)C1=NC=C(C=C1)C1NCC(CC1)C 1-methyl-4-[5-(5-methyl-2-piperidyl)-2-pyridyl]piperazine